BrC1=CC=C(C(=O)N2C(CC3=C(C=CC=C23)C(C)C)=O)C=C1 1-(4-bromobenzoyl)-4-(propan-2-yl)-2,3-dihydro-1H-indol-2-one